C(C1=CC=CC=C1)OC(N[C@H](CC1CCC(CC1)=O)C)=O (S)-(1-(4-Oxocyclohexyl)propan-2-yl)carbamic acid benzyl ester